(R)-N-(8,9-difluoro-6-oxo-1,4,5,6-tetrahydro-2H-pyrano[3,4-c]isoquinolin-1-yl)-4-(difluoromethyl)-5-fluoro-N-methyl-1H-indole-2-carboxamide FC=1C(=CC=2C3=C(NC(C2C1)=O)COC[C@@H]3N(C(=O)C=3NC1=CC=C(C(=C1C3)C(F)F)F)C)F